CC1OCCC=C1C(=O)CC 2-methyl-3-ethylcarbonyl-5,6-dihydropyran